tert-butyl N-[(E)-4-aminobut-2-enyl]carbamate hydrochloride Cl.NC/C=C/CNC(OC(C)(C)C)=O